(3R,4R)-4-((R)-7-fluoro-5H-imidazo[5,1-a]isoindol-5-yl)tetrahydro-2H-pyran-3-ol FC=1C=C2[C@H](N3C(C2=CC1)=CN=C3)[C@@H]3[C@H](COCC3)O